tert-butyl 6-[7-[4-fluoro-2-(2-methoxyethoxy)phenyl]-6-(5-prop-2-enoyl-6,7-dihydro-4H-thiazolo[5,4-c]pyridin-2-yl)thieno[3,2-c]pyridin-4-yl]-3,4-dihydro-1H-isoquinoline-2-carboxylate FC1=CC(=C(C=C1)C=1C2=C(C(=NC1C=1SC=3CN(CCC3N1)C(C=C)=O)C=1C=C3CCN(CC3=CC1)C(=O)OC(C)(C)C)C=CS2)OCCOC